(R)-(6-((4-fluoro-3-(trifluoromethyl)phenyl)sulfonyl)-1-(4-fluorophenyl)-4,4a,5,6,7,8-hexahydro-1H-pyrazolo[3,4-g]isoquinolin-4a-yl)(thiazol-2-yl)methanone FC1=C(C=C(C=C1)S(=O)(=O)N1C[C@]2(CC3=C(C=C2CC1)N(N=C3)C3=CC=C(C=C3)F)C(=O)C=3SC=CN3)C(F)(F)F